ClC=1C=C2C=CN(C2=C(C1)C1=C2C(=NC=C1)C=C(S2)CN2C(N(C(=CC2=O)Cl)C)=O)CC2(CCNCC2)C#N 4-((5-Chloro-7-(2-((4-Chloro-3-methyl-2,6-dioxo-3,6-dihydropyrimidin-1(2H)-yl)Methyl)thieno[3,2-b]pyridin-7-yl)-1H-indol-1-yl)methyl)piperidine-4-carbonitrile